1,3-bis(8-hydroxyoctyl)pyridinium OCCCCCCCC[N+]1=CC(=CC=C1)CCCCCCCCO